CC(C)C[C@H]1C(=O)N[C@@H](C(=O)N2CCC[C@H]2C(=O)N[C@H](C(=O)N[C@@H](C(=O)N[C@H](C(=O)N[C@H](C(=O)N[C@H](C(=O)N[C@H](C(=O)N[C@H](C(=O)N1)CCCN)C(C)C)CC3=CC=C(C=C3)O)CCC(=O)N)CC(=O)N)CC4=CNC5=CC=CC=C54)CC6=CNC7=CC=CC=C76)CC8=CC=CC=C8 The molecule is a homodetic cyclic decapeptide consisting of D-Phe, L-Pro, L-Trp, D-Trp, L-Asn, L-Gln, L-Tyr, L-Val, L-Orn, and L-Leu residues coupled in sequence and cyclised head-to-tail. It has a role as an antibacterial agent, a metabolite and a bacterial metabolite. It is a homodetic cyclic peptide, a macrocycle and a peptide antibiotic.